COC1=C(C=O)C=C(C=C1)OC 2,5-Dimethoxybenzaldehyd